oxanal O1C(CCCC1)C=O